2-(4-(7-((2-(trimethylsilyl)ethoxy)methyl)-7H-pyrrolo[2,3-d]pyrimidin-4-yl)-1H-pyrazol-3-yl)isoindole-1,3-dione C[Si](CCOCN1C=CC2=C1N=CN=C2C=2C(=NNC2)N2C(C1=CC=CC=C1C2=O)=O)(C)C